COC1=CC=C(C=C1)S(=O)(=O)OC=CC1=CC=C(C=C1)C.[Te] (E)-tellurium (4-methyl styryl) 4-methoxybenzenesulfonate